The molecule is a methionine derivative that is the amide obtained by formal condensation of the carboxy group of methionine with the amino group of 2-naphthylamine. It is a N-(2-naphthyl)carboxamide, an amino acid amide and a methionine derivative. CSCCC(C(=O)NC1=CC2=CC=CC=C2C=C1)N